ClC=1C(=NC=C(C1)F)OC1=CC=C(OC(C(=O)O)C)C=C1 2-[4-(3-chloro-5-fluoro-2-pyridyloxy)phenoxy]propionic acid